methyl-N-(tert-butoxycarbonyl)amino-iodopropane CC(CC)(I)NC(=O)OC(C)(C)C